N-(2-bromo-6-methoxypyridin-3-yl)-2-((4-fluoro-2-methylphenyl)amino)-5-(trifluoromethyl)benzamide BrC1=NC(=CC=C1NC(C1=C(C=CC(=C1)C(F)(F)F)NC1=C(C=C(C=C1)F)C)=O)OC